4-(chloromethyl)-5-cyclopropyl-3-(2-(trifluoromethyl)phenyl)isoxazole ClCC=1C(=NOC1C1CC1)C1=C(C=CC=C1)C(F)(F)F